C(C)(C)(C)OC(=O)N1CC(C1)C(N(C)OC)=O 3-[methoxy(methyl)carbamoyl]azetidine-1-carboxylic acid tert-butyl ester